Cl[C@H]1CCCN2C(C=3N([C@@H]1C2)C=C(C(C3O)=O)C(=O)NCC3=C(C=C(C=C3F)F)F)=O (6S,7R)-6-chloro-12-hydroxy-1,11-dioxo-N-(2,4,6-trifluorobenzyl)-1,4,5,6,7,11-hexahydro-3H-2,7-methanopyrido[1,2-a][1,4]diazonine-10-carboxamide